N-Phenyl-N-(trichloromethylsulphenyl)benzenesulphonamide C1(=CC=CC=C1)N(S(=O)(=O)C1=CC=CC=C1)SC(Cl)(Cl)Cl